C(C)(C)(C)C1=CC=C(C=2C(N=C3N(C12)C1=CC(=CC=C1C31CCCCC1)C1=CC(CC1)CO)=O)Cl tert-butyl-4'-chloro-10'-(3-(hydroxymethyl)cyclopent-1-en-1-yl)-5'H-spiro[cyclohexane-1,7'-indolo[1,2-a]quinazolin]-5'-one